7-bromo-1-(3-((2R,3S)-3-hydroxypiperidin-2-yl)propyl)-1H-benzo[d]imidazole-5-carboxylic acid methyl ester COC(=O)C1=CC2=C(N(C=N2)CCC[C@H]2NCCC[C@@H]2O)C(=C1)Br